5-((5-chloro-2-fluoropyrimidin-4-yl)amino)-1-methyl-1,3-dihydrobenzo[c]isothiazole 2,2-dioxide ClC=1C(=NC(=NC1)F)NC1=CC2=C(N(S(C2)(=O)=O)C)C=C1